5-{2-amino-[1,2,4]triazolo[1,5-a]pyridin-7-yl}-N-[3-(4-fluorophenyl)-3-hydroxypropyl]-2-methoxypyridine-3-carboxamide NC1=NN2C(C=C(C=C2)C=2C=C(C(=NC2)OC)C(=O)NCCC(O)C2=CC=C(C=C2)F)=N1